6-tert-Butyl-N-(4-methoxyphenyl)sulfonyl-2-(p-tolyl)pyridin-3-carboxamid C(C)(C)(C)C1=CC=C(C(=N1)C1=CC=C(C=C1)C)C(=O)NS(=O)(=O)C1=CC=C(C=C1)OC